C(C\C=C/CCCC)OC(CCC(=O)OCCCCCCCN(CCCCCCCOC(CCC(OCC\C=C/CCCC)OCC\C=C/CCCC)=O)CCCO)OCC\C=C/CCCC ((3-hydroxypropyl)azanediyl)bis(heptane-7,1-diyl) bis(4,4-bis(((Z)-oct-3-en-1-yl)oxy)butanoate)